3-fluorocyclobutane-1-carboxamide FC1CC(C1)C(=O)N